(S)-tert-butyl(hept-6-en-2-yloxy)diphenylsilane C(C)(C)(C)[Si](C1=CC=CC=C1)(C1=CC=CC=C1)O[C@@H](C)CCCC=C